trans-rac-(2r,3s)-3-(4-(2-amino-5-(trifluoromethyl)pyrimidin-4-yl)-1H-pyrazol-1-yl)butan-2-ol NC1=NC=C(C(=N1)C=1C=NN(C1)[C@H]([C@@H](C)O)C)C(F)(F)F |r|